FC(C=1C=C(C=CC1)C1=CC=C(C=N1)[C@H]1[C@@H](C1)NC(OC(C)(C)C)=O)(F)F tert-butyl (trans)-2-(6-(3-(trifluoromethyl)phenyl)pyridin-3-yl)cyclopropylcarbamate